NC=1C=CC(=C(OC2=CC=C(C=C2)C2=NNC3=NC=NC(=C32)N)C1)C 3-(4-(5-amino-2-methylphenoxy)phenyl)-1H-pyrazolo[3,4-d]pyrimidin-4-amine